2-(4-((S)-2-((R)-3-methylpyrrolidin-1-yl)propoxy)phenyl)-4-(trifluoromethyl)-2H-benzopyran-6-ol C[C@H]1CN(CC1)[C@H](COC1=CC=C(C=C1)C1OC2=C(C(=C1)C(F)(F)F)C=C(C=C2)O)C